ClCCCCCCOCCOCCNC(=O)CCCCOCCCNC(=O)C1(CCOCC1)NC(OC(C)(C)C)=O tert-butyl N-{4-[(3-{4-[(2-{2-[(6-chlorohexyl)oxy]ethoxy}ethyl)carbamoyl]butoxy}propyl) carbamoyl]oxan-4-yl}carbamate